C(C)(C)N1CC2CN(C2C1)C1=CN=C2C=CC(=NC2=C1)C=1C(=NNC1)C1=NC(=CC=C1)C 7-(3-isopropyl-3,6-diazabicyclo[3.2.0]heptan-6-yl)-2-[3-(6-methyl-2-pyridyl)-1H-pyrazol-4-yl]-1,5-naphthyridine